(R)-4-(3-(dimethoxymethyl)pyrrolidin-1-yl)-2-formylbenzoic acid methyl ester COC(C1=C(C=C(C=C1)N1C[C@@H](CC1)C(OC)OC)C=O)=O